methyl 4-amino-1-(4-(aminomethyl)benzyl)-2-(cyclopropylmethyl)-1H-imidazo[4,5-c]quinoline-7-carboxylate NC1=NC=2C=C(C=CC2C2=C1N=C(N2CC2=CC=C(C=C2)CN)CC2CC2)C(=O)OC